CN(CC(=O)N1CCC(CC1)OC=1C=C2C(=C(NC2=CC1)C1=CC(=NC=C1)C)C(C)C)C 2-(dimethylamino)-1-(4-((3-isopropyl-2-(2-methylpyridin-4-yl)-1H-indol-5-yl)oxy)piperidin-1-yl)ethan-1-one